3-Phenyl-3-(4-morpholinophenyl)-6-methoxy-7-(4-hydroxypiperidin-1-yl)-13,13-dimethyl-3H,13H-indeno[2',3':3,4]naphtho[1,2-b]pyran C1(=CC=CC=C1)C1(C=CC2=C(O1)C=1C=C(C(=CC1C1=C2C(C2=CC=CC=C21)(C)C)N2CCC(CC2)O)OC)C2=CC=C(C=C2)N2CCOCC2